N-(4-bromophenyl)-5-(3,4,5-trimethoxyphenyl)-[1,2,4]triazolo[1,5-c]pyrimidin-2-amine BrC1=CC=C(C=C1)NC1=NN2C(=NC=CC2=N1)C1=CC(=C(C(=C1)OC)OC)OC